(R)-2-Ethyl-2,3,4,5-tetrahydro-[1,4]oxazepino[6,7-c]quinoline dihydrochloride Cl.Cl.C(C)[C@H]1OC2=C(C=NC=3C=CC=CC23)CNC1